BrC=1C=CC(=NC1)CC(=O)OCC ethyl 5-bromopyridin-2-acetate